tert-butyl 4-[1-[1-(2,6-dioxo-3-piperidyl)-3-methyl-2-oxo-benzimidazol-5-yl]-4-piperidyl]piperidine-1-carboxylate O=C1NC(CCC1N1C(N(C2=C1C=CC(=C2)N2CCC(CC2)C2CCN(CC2)C(=O)OC(C)(C)C)C)=O)=O